FC1=C(C=C(C(=C1)C)SC#N)N1C(C2=CC=CC=C2C1)=O 2-(2-fluoro-4-methyl-5-thiocyanophenyl)isoindolin-1-one